FC1=NC=CC2=C1CC1CCC2N1C(=O)NC1=C(C=C(C=C1)C(F)(F)F)F (±)-1-fluoro-N-(2-fluoro-4-(trifluoromethyl)phenyl)-6,7,8,9-tetrahydro-5H-5,8-epimino-cyclohepta[c]pyridine-10-carboxamide